O.[Si]([O-])([O-])([O-])[O-].[Ca+2].[Mg+2].C(CC)[SiH2]O[SiH3] Propyl-Disiloxane magnesium calcium silicate hydrate